5-chloro-2-fluoro-3-((1-(4-methoxybenzyl)-6-oxo-4-(trifluoromethyl)-1,6-dihydropyrimidin-5-yl)oxy)benzonitrile ClC=1C=C(C(=C(C#N)C1)F)OC1=C(N=CN(C1=O)CC1=CC=C(C=C1)OC)C(F)(F)F